NC1=C(N=CC(=N1)N1CCC(CC1)(C)NC(OC(C)(C)C)=O)SC1=C(C(=CC=C1)S(NC(C1=CC=CC=C1)=O)(=O)=O)Cl tert-butyl (1-(6-amino-5-((3-(N-benzoylsulfamoyl)-2-chlorophenyl)thio)pyrazin-2-yl)-4-methylpiperidin-4-yl)carbamate